1,1,1,3,3,3-hexachloro-2-n-propyldisilazane Cl[Si](N([Si](Cl)(Cl)Cl)CCC)(Cl)Cl